1-(4-(6-(4-(4-amino-3-(4-phenoxyphenyl)-1H-pyrazolo[3,4-d]pyrimidin-1-yl)piperidin-1-yl)hex-1-yn-1-yl)phenyl)dihydropyrimidine-2,4(1H,3H)-dione NC1=C2C(=NC=N1)N(N=C2C2=CC=C(C=C2)OC2=CC=CC=C2)C2CCN(CC2)CCCCC#CC2=CC=C(C=C2)N2C(NC(CC2)=O)=O